BrC1=C(C=C(C=C1)CS(=O)(=O)OC)OCC1=CC(=CC=C1)C=O methyl (4-bromo-3-((3-formylphenyl)methoxy)phenyl)methanesulfonate